C1(=CC=CC=C1)N(C(=O)N)C1=CC(=CC(=C1)C(F)(F)F)C(F)(F)F phenyl(3,5-bis(trifluoromethyl)phenyl)urea